CN(C)CC1CN(CCC1(O)C=1C=C(C(=O)N)C=CC1)CCCC=1C=NC=C(C1)F anti-3-[3-[(dimethylamino)methyl]-1-[3-(5-fluoropyridin-3-yl)propyl]-4-hydroxypiperidin-4-yl]benzamide